2,4-dichloronaphthalene-1-amine ClC1=C(C2=CC=CC=C2C(=C1)Cl)N